C(C)(C)(C)[Si](C1=CC=CC=C1)(C1=CC=CC=C1)OCCC1OC1 TERT-BUTYL(2-(OXIRAN-2-YL)ETHOXY)DIPHENYLSILANE